C1(CC1)C(=O)C1=CC(=C(COC2=CC=CC(=N2)N2C[C@@H](N(CC2)CC2=NC3=C(N2C[C@H]2OCC2)C=C(C=C3)C(=O)O)C)C=C1)C 2-(((S)-4-(6-((4-(cyclopropanecarbonyl)-2-methylbenzyl)oxy)pyridine-2-yl)-2-methylpiperazin-1-yl)methyl)-1-(((S)-oxetan-2-yl)methyl)-1H-benzo[d]Imidazole-6-carboxylic acid